CC(C(S(=O)(=O)[O-])O)(C)C dimethylhydroxypropanesulfonate